C(C)(C)(C)OC(=O)N1CCC2([C@@H](C=3N(N=CC3)C2)N[S@@](=O)C(C)(C)C)CC1 (S)-4'-(((S)-tert-butylsulfinyl)amino)-4'H,6'H-spiro[piperidine-4,5'-pyrrolo[1,2-b]pyrazole]-1-carboxylic acid tert-butyl ester